C1(CC1)C1=NN(C=C1F)C1=NC=C(C=O)C=C1 6-(3-cyclopropyl-4-fluoro-1H-pyrazol-1-yl)nicotinaldehyde